tert-butyl 3-((E)-3-((S)-2-cyano-4-(2-(1-ethyl-3-(trifluoromethyl)-1H-pyrazol-4-yl)phenyl)-4,7-dihydrothieno[2,3-c]pyridin-6(5H)-yl)-3-oxoprop-1-en-1-yl)morpholine-4-carboxylate C(#N)C1=CC2=C(CN(C[C@H]2C2=C(C=CC=C2)C=2C(=NN(C2)CC)C(F)(F)F)C(/C=C/C2N(CCOC2)C(=O)OC(C)(C)C)=O)S1